N[C@@H]1C2=CC=CC=C2CC12CCN(CC2)C=2NC(C1=C(N2)NN=C1C1(CC1)C1=COC2=C1C=CC=C2)=O (S)-6-(1-amino-1,3-dihydrospiro[indene-2,4'-piperidin]-1'-yl)-3-(1-(benzofuran-3-yl)cyclopropyl)-1,5-dihydro-4H-pyrazolo[3,4-d]pyrimidin-4-one